ClC1=NC=C(C(=N1)NCC1=C(C=C(C=C1)C=1N(C=C(N1)C(F)(F)F)C)F)NC 2-chloro-N4-(2-fluoro-4-(1-methyl-4-(trifluoromethyl)-1H-imidazol-2-yl)benzyl)-N5-methylpyrimidine-4,5-diamine